5-(2,4-dioxotetrahydropyrimidin-1(2H)-yl)-3-hydroxypyridinecarboxaldehyde O=C1N(CCC(N1)=O)C=1C=C(C(=NC1)C=O)O